COCOCCCC(CC(CC(CC(CC(CC(C)O)C)C)C)C)C 14-hydroxy-4,6,8,10,12-pentamethylpentadecyl methoxymethyl ether